PHENYLOXAZOLIDINONE C1COC(=O)N1C2=CC=CC=C2